FC([C@](C(=O)N1C[C@H](CC1)C1=NC=2CCNC(C2C=C1)=O)(C)O)(F)F ((S)-1-((R)-3,3,3-trifluoro-2-hydroxy-2-methylpropanoyl)pyrrolidin-3-yl)-7,8-dihydro-1,6-naphthyridin-5(6H)-one